pentenoic acid sodium [Na].C(C=CCC)(=O)O